2-(2-(4-(2,4-difluorophenoxy)piperidin-1-yl)-3-(1-methyl-1H-pyrazol-4-yl)pyrido[3,4-b]pyrazin-7-yl)-2-methoxyethan-1-ol FC1=C(OC2CCN(CC2)C=2N=C3C(=NC2C=2C=NN(C2)C)C=NC(=C3)C(CO)OC)C=CC(=C1)F